N-((1r,4r)-4-aminocyclohexyl)-6-(5-(trifluoromethoxy)-1H-indol-2-yl)pyrazine-2-carboxamide NC1CCC(CC1)NC(=O)C1=NC(=CN=C1)C=1NC2=CC=C(C=C2C1)OC(F)(F)F